4-chloro-N-(1H-indol-6-yl)-7-methoxyquinolin-2-amine ClC1=CC(=NC2=CC(=CC=C12)OC)NC1=CC=C2C=CNC2=C1